FC=1C(=CC=2C3=C(NC(C2C1)=O)COCC3N(C(C3=CC(=C(C(=C3)F)C(F)F)F)=O)C)F N-(8,9-difluoro-6-oxo-1,4,5,6-tetrahydro-2H-pyrano[3,4-c]isoquinolin-1-yl)-4-(difluoromethyl)-3,5-difluoro-N-methylbenzamide